(R/S)-N-(4-((8-fluoro-2,4,5-trimethyl-4,5-dihydro-2H-pyrazolo[4,3-c]quinolin-6-yl)amino)-5-(propanoyl-3,3,3-d3)pyridin-2-yl)cyclopropanecarboxamide FC1=CC=2C=3C([C@H](N(C2C(=C1)NC1=CC(=NC=C1C(CC([2H])([2H])[2H])=O)NC(=O)C1CC1)C)C)=CN(N3)C |r|